N-(3-(4-hydroxypiperidin-1-yl)phenyl)-3,4-dimethoxybenzamide OC1CCN(CC1)C=1C=C(C=CC1)NC(C1=CC(=C(C=C1)OC)OC)=O